N-((3R,4R)-3-fluoro-1-(oxetan-3-yl-3-d)piperidin-4-yl)-5-(1-(2-fluoroethyl)-1H-benzo[d][1,2,3]triazol-6-yl)-4-methoxypyrrolo[2,1-f][1,2,4]triazin-2-amine F[C@@H]1CN(CC[C@H]1NC1=NN2C(C(=N1)OC)=C(C=C2)C=2C=CC1=C(N(N=N1)CCF)C2)C2(COC2)[2H]